(4aS,7aS)-3-(4-fluorophenyl)-4a-methyl-octahydrocyclopentapyridin-2-one FC1=CC=C(C=C1)C1C(N[C@@H]2[C@](C1)(CCC2)C)=O